Cl.Cl.C(CCCCCCC)N.C(CCCCCCC)N dioctan-1-amine dihydrochloride